BrC=1C(=C2C(=NC1)N=C(N2)C2=C(N(C(=C2)C)C=2C=C(C=CC2C)C(=O)N2CCN(CC2)C)C)N[C@@H]2CN(CC2)S(=O)(=O)CC (3-(3-(6-bromo-7-(((S)-1-(ethylsulfonyl)pyrrolidine-3-yl)amino)-1H-imidazo[4,5-b]pyridine-2-yl)-2,5-dimethyl-1H-pyrrol-1-yl)-4-methylphenyl)(4-methylpiperazine-1-yl)methanone